NC=1C=C(C=CC2=CC(=C(C(=C2)OC)OC)OC)C=CC1OC 3'-amino-3,4,4',5-tetramethoxystilbene